CC1=C(N)C=C(C=C1)OCC=1C=NC=CC1 2-methyl-5-(pyridin-3-ylmethoxy)aniline